O1CCC(CC1)NC(=O)[C@@H]1CC[C@H](CO1)NC(OC(C)(C)C)=O Tert-butyl [(3R,6S)-6-(tetrahydro-2H-pyran-4-ylcarbamoyl)tetrahydro-2H-pyran-3-yl]carbamate